4-[[(1R,3S)-3-amino-2,2,3-trimethyl-cyclopentyl]amino]-6-(1H-pyrazol-5-yl)-N'-(2-ethyl-4-hydroxy-phenyl)pyrrolo[1,2-b]-pyridazine-3-carboxamidine N[C@@]1(C([C@@H](CC1)NC=1C=2N(N=CC1C(=NC1=C(C=C(C=C1)O)CC)N)C=C(C2)C2=CC=NN2)(C)C)C